NCN1CCC(C(=C1)NC)=O 1-(aminomethyl)-5-(methylamino)-4-oxo-3H-pyridin